[6-(2-chloro-5-fluorophenyl)-3-(2,2-difluoroethyl)-2-methyl-8-oxo-7,8-dihydro-6H-pyrrolo[4,3-g]indazol-5-yl]-5-fluorobenzo[d][1,2]thiazole-3-carboxamide ClC1=C(C=C(C=C1)F)C1NC(C2=C1C(=CC1=C(N(N=C21)C)CC(F)F)C2=C(C=CC1=C2C(=NS1)C(=O)N)F)=O